Racemic-6-(3-(2-((3-(3,4-difluorophenyl)tetrahydrofuran-3-yl)oxy)acetyl)-3,8-diazabicyclo[3.2.1]octan-8-yl)nicotinonitrile FC=1C=C(C=CC1F)C1(COCC1)OCC(=O)N1CC2CCC(C1)N2C2=NC=C(C#N)C=C2